((2R,3S,4R,5R)-5-(4-Aminopyrrolo[2,1-f][1,2,4]triazin-7-yl)-5-cyano-3,4-dihydroxytetrahydrofuran-2-yl)methyl (3-(nonyloxy)propyl) hydrogen phosphate P(=O)(OC[C@H]1O[C@@]([C@@H]([C@@H]1O)O)(C#N)C1=CC=C2C(=NC=NN21)N)(OCCCOCCCCCCCCC)O